OC1(CCC1)CN1C(N(CC12CCC(CC2)(C2=CC=CC=C2)NC)CCC(=O)NC=2N=NC=CC2)=O 3-[1-[(1-Hydroxy-cyclobutyl)-methyl]-8-methylamino-2-oxo-8-phenyl-1,3-diazaspiro[4.5]decan-3-yl]-N-pyridazin-3-yl-propionamide